C(=C)C[SiH](OCC)OCC Vinylmethyldiethoxysilan